(4-trimethylsilylphenyl)benzene-1,3-diamine C[Si](C1=CC=C(C=C1)C1=C(C=CC=C1N)N)(C)C